COCC1=NC=CC(=C1)C1=NSC(=N1)[C@H](C)N[S@](=O)C(C)(C)C (R)-N-[(1S)-1-[3-[2-(methoxymethyl)-4-pyridinyl]-1,2,4-thiadiazol-5-yl]ethyl]-2-methyl-propane-2-sulfinamide